1,3-diphenyl-1,3-propanedione chromium (III) [Cr+3].C1(=CC=CC=C1)C(CC(=O)C1=CC=CC=C1)=O